((S)-2,2-Difluorocyclopropyl)((1R,2S)-1-hydroxy-2-((S)-5H-imidazo[5,1-a]isoindol-5-yl)-8-aza-spiro[4.5]decan-8-yl)methanon FC1([C@@H](C1)C(=O)N1CCC2(CC[C@H]([C@H]2O)[C@@H]2N3C(C4=CC=CC=C24)=CN=C3)CC1)F